[Ba+2].S([O-])([O-])(=O)=O sulfuric acid, barium salt